N-tetradecyl-2-(3,4-di-tetrahydropyranyloxy-phenyl)-3,5,7-tri-tetrahydropyranyloxy-quinolin-4-one C(CCCCCCCCCCCCC)N1C(=C(C(C2=C(C=C(C=C12)OC1OCCCC1)OC1OCCCC1)=O)OC1OCCCC1)C1=CC(=C(C=C1)OC1OCCCC1)OC1OCCCC1